ClC1=CC2=C(C=N1)C(N(C2(C)C)CC2=CC=C(C=C2)OC)=O 6-chloro-2-[(4-methoxyphenyl)methyl]-1,1-dimethylpyrrolo[3,4-c]pyridin-3-one